C(=C)CC(=O)NC vinyl-N-methyl-acetamide